(5-amino-1-{6-[(2,6-difluorophenyl)oxy]-4-methylpyridin-3-yl}pyrazol-4-yl)[7-(hydroxymethyl)-6-(oxetan-3-yl)-5,6,7,8-tetrahydro-1H-pyrrolo[2,3-g]isoquinolin-2-yl]methanone NC1=C(C=NN1C=1C=NC(=CC1C)OC1=C(C=CC=C1F)F)C(=O)C1=CC=2C(=CC=3CC(N(CC3C2)C2COC2)CO)N1